[Cl-].[Zn+2].[Cl+].[Cl-].[Cl-] chlorine zinc chloride